6-(7,8-dimethyl-[1,2,4]triazolo[4,3-b]pyridazin-6-yl)-3-(2-fluoropyridin-3-yl)-5,6,7,8-tetrahydro-1,6-naphthyridine CC1=C(C=2N(N=C1N1CC=3C=C(C=NC3CC1)C=1C(=NC=CC1)F)C=NN2)C